COC1=CC=C(C=C1)N=S(=O)(CC=1N=C2N(C=C(C=C2)C2=NOC(=N2)C(F)(F)F)C1)C ((4-methoxyphenyl)imino)(methyl)((6-(5-(trifluoromethyl)-1,2,4-oxadiazol-3-yl)imidazo[1,2-a]pyridin-2-yl)methyl)-λ6-sulfanone